N-((S)-1-(1-(Ethylsulfonyl)-N-(((S)-2-oxopyrrolidin-3-yl)methyl)methanamido)-5-methyl-2-oxohexan-3-yl)-4-methoxy-1H-indole-2-carboxamide C(C)S(=O)(=O)C(=O)N(C[C@H]1C(NCC1)=O)CC([C@H](CC(C)C)NC(=O)C=1NC2=CC=CC(=C2C1)OC)=O